Cl.CN(CCCNC1=NC(=NC2=CC=CC=C12)CN1CC[NH2+]CC1)C 4-[(4-[3-(dimethylamino)propyl]aminoquinazolin-2-yl)methyl]piperazin-1-ium hydrochloride